1-(p-tolyl)propane-1,3-diol C1(=CC=C(C=C1)C(CCO)O)C